N,N-bis(4-benzothiophene-2-yl-phenyl)-N-{4-(2-phenyl-benzooxazole-6-yl)-phenyl}-amine S1C(=CC2=C1C=CC=C2)C2=CC=C(C=C2)N(C2=CC=C(C=C2)C2=CC1=C(N=C(O1)C1=CC=CC=C1)C=C2)C2=CC=C(C=C2)C=2SC1=C(C2)C=CC=C1